acridine-5-formamide C1=CC=CC2=NC=3C(=CC=CC3C=C12)C(=O)N